FC=1C=2N(C=C(C1C)C1CCN(CC1)S(=O)(=O)C1=CN=C3SC=CN31)N=CN2 5-((4-(8-fluoro-7-methyl-[1,2,4]triazolo[1,5-a]pyridin-6-yl)piperidin-1-yl)sulfonyl)imidazo[2,1-b]thiazole